6-chloro-2-(2-methoxy-5-methylphenyl)-1H-indazol-3-one ClC1=CC=C2C(N(NC2=C1)C1=C(C=CC(=C1)C)OC)=O